N-[(4-bromo-3-nitrophenyl)methyl]-6-cyclopropyl-N-(1,1-dioxo-2,3-dihydro-1λ6-benzothiophen-7-yl)pyridine-3-carboxamide BrC1=C(C=C(C=C1)CN(C(=O)C=1C=NC(=CC1)C1CC1)C1=CC=CC=2CCS(C21)(=O)=O)[N+](=O)[O-]